5-{1-[4-(2-cyclopropylethoxy)-2-fluorobenzoyl]piperidin-4-yl}-4-methoxypyridin-2-amine trifluoroacetate FC(C(=O)O)(F)F.C1(CC1)CCOC1=CC(=C(C(=O)N2CCC(CC2)C=2C(=CC(=NC2)N)OC)C=C1)F